2-cyano-1-phenylethyl carbonate C(OC(CC#N)C1=CC=CC=C1)([O-])=O